2-[3-(3,5-dimethylpiperazin-1-yl)-1,2,4-triazin-6-yl]-5-(1-methyl-1H-pyrazol-3-yl)phenol hydrochloride Cl.CC1CN(CC(N1)C)C=1N=NC(=CN1)C1=C(C=C(C=C1)C1=NN(C=C1)C)O